FC1=C(C(=C(C(=C1C(C(=C(F)F)F)(F)F)F)F)F)F 3-(pentafluorophenyl)pentafluoro-1-propene